FC(C(=O)N[C@@H]1[C@H](N(C(C1)=O)C=1C=C2C=NN(C2=CC1)C1=CC=C(C=C1)F)C1=CC(=CC(=C1)F)F)(C)F |r| 2,2-difluoro-N-[rac-(2R,3S)-2-(3,5-difluorophenyl)-1-[1-(4-fluorophenyl)indazol-5-yl]-5-oxo-pyrrolidin-3-yl]propanamide